4-fluoro-N-((S)-1-oxo-3-phenyl-1-(4-(N-((S)-1,1,1-trifluoropropan-2-yl)sulfamoyl)phenylamino)propan-2-yl)benzamide FC1=CC=C(C(=O)N[C@H](C(NC2=CC=C(C=C2)S(N[C@H](C(F)(F)F)C)(=O)=O)=O)CC2=CC=CC=C2)C=C1